2-(4-(6-((4-cyano-2-fluorobenzyl)oxy)pyridin-2-yl)-2,5-difluorobenzyl)-1-(2-methoxyethyl)-4-(pyrimidin-5-yl)-1H-benzo[d]imidazole-6-carboxylic acid C(#N)C1=CC(=C(COC2=CC=CC(=N2)C2=CC(=C(CC3=NC4=C(N3CCOC)C=C(C=C4C=4C=NC=NC4)C(=O)O)C=C2F)F)C=C1)F